6-Chloro-4-((4-cyclopropyl-2-(N-methylmethylsulfonamido)phenyl)amino)-N-(methoxy-d3)nicotinamide ClC1=NC=C(C(=O)NOC([2H])([2H])[2H])C(=C1)NC1=C(C=C(C=C1)C1CC1)N(S(=O)(=O)C)C